3-[5-chloro-4-(trifluoromethyl)piperidin-2-yl]-4-hydroxy-1-methyl-imidazoline ClC1C(CC(NC1)N1CN(CC1O)C)C(F)(F)F